Methyl 2-amino-6-(benzyloxy)-10-bromo-7-chloro-[1,2,4]triazolo[5,1-a]isoquinoline-5-carboxylate NC1=NN2C(C3=C(C=CC(=C3C(=C2C(=O)OC)OCC2=CC=CC=C2)Cl)Br)=N1